FC1=C(CNC2=NC(=NC=C2C(=O)N)NC=2C=NN(C2)C)C=C(C=C1)F 4-((2,5-difluorobenzyl)amino)-2-((1-methyl-1H-pyrazol-4-yl)amino)pyrimidin-5-carboxamide